N-(2-Chlorophenyl)-6-(4,4,5,5-tetramethyl-1,3,2-dioxaborolan-2-yl)imidazo[1,2-a]pyridine-3-carboxamide ClC1=C(C=CC=C1)NC(=O)C1=CN=C2N1C=C(C=C2)B2OC(C(O2)(C)C)(C)C